C(C1=CC=CC=C1)OC1=C(C=CC=C1)C=C1C=C(C(C(=C1)C(C)(C)C)=O)C(C)(C)C 4-(2-benzyloxyphenyl)methylene-2,6-di-tert-butyl-2,5-cyclohexadien-1-one